3-fluoro-N-((2-fluorophenyl)(methyl)(oxo)-λ6-sulfaneylidene)-4-(5-(trifluoromethyl)-1,2,4-oxadiazol-3-yl)benzamide FC=1C=C(C(=O)N=S(=O)(C)C2=C(C=CC=C2)F)C=CC1C1=NOC(=N1)C(F)(F)F